NCCNCCC(=O)O N-(2-Aminoethyl)-2-aminoethanecarboxylic acid